O\C(\C(=O)OCC)=C/1\COCCC1=O (Z)-ethyl 2-hydroxy-2-(4-oxo-2H-pyran-3(4H,5H,6H)-ylidene)acetate